N-(3-fluoro-5-((1s,3s)-3-methyl-1-(4-methyl-4H-1,2,4-triazol-3-yl)cyclobutyl)phenyl)-5-((isobutylamino)methyl)-2-oxo-1-(2,2,2-trifluoroethyl)-1,2-dihydropyridine-3-carboxamide FC=1C=C(C=C(C1)C1(CC(C1)C)C1=NN=CN1C)NC(=O)C=1C(N(C=C(C1)CNCC(C)C)CC(F)(F)F)=O